C(CCCCCCCCCCCCCCCCC)(=O)[O-].C(CCCCCCCCCCCCCCCCC)(=O)[O-].[O-2].[Zr+4] zirconium oxide bis(stearate)